(S)-1-(5-((2,4-difluorophenyl)thio)pyrazin-2-yl)-4'H,6'H-spiro[piperidine-4,5'-pyrrolo[1,2-b]pyrazol]-4'-amine FC1=C(C=CC(=C1)F)SC=1N=CC(=NC1)N1CCC2([C@@H](C=3N(N=CC3)C2)N)CC1